5-Bromo-6-(3-bromo-1-(3-chloropyridin-2-yl)-1H-pyrazol-5-carboxamido)-N-(2-methoxyethyl)pyrazolo[1,5-a]pyridin-7-carboxamid BrC1=CC=2N(C(=C1NC(=O)C1=CC(=NN1C1=NC=CC=C1Cl)Br)C(=O)NCCOC)N=CC2